COC1=C2C(NC=NC2=CC(=C1CN1CCOCC1)OC)=O 5,7-dimethoxy-6-morpholin-4-ylmethyl-3H-quinazolin-4-one